methyl 6-fluoro-1-(2-fluorophenyl)-1H-indazole-5-carboxylate FC1=C(C=C2C=NN(C2=C1)C1=C(C=CC=C1)F)C(=O)OC